FC1=CC=C(C=C1)[S+](C1=CC=CC=C1)C1=CC=CC=C1 4-fluorophenyl-diphenylsulfonium